5-azaindole-4-carbonitrile N1C=CC=2C(=NC=CC12)C#N